5-((((1S,3S)-3-([1,2,4]triazolo[1,5-a]pyridin-2-ylamino)cyclopentyl)amino)pyrazin-2-yl)pyridin-2(1H)-one N=1C(=NN2C1C=CC=C2)N[C@@H]2C[C@H](CC2)NC=2C(=NC=CN2)C=2C=CC(NC2)=O